C[Si](CCC1=C(C(=C(C(=C1CC[Si](Cl)(Cl)C)CC[Si](Cl)(Cl)C)CC[Si](Cl)(Cl)C)CC[Si](Cl)(Cl)C)CC[Si](Cl)(Cl)C)(Cl)Cl 1,2,3,4,5,6-hexakis[2-(methyldichlorosilyl)ethyl]-benzene